4-hydroxybenzenephosphonic acid OC1=CC=C(C=C1)P(O)(=O)O